C1(=CC=CC=C1)N1C(CCC1=O)=O 1-phenylpyrrolidine-2,5-dione